C(C)(C)(C)N(C(O)=O)C(COC1=CC(=C(C=C1)C)C(NC1(CC1)C1=CC(=CC2=CC=CC=C12)C=1SC=CC1)=O)C.BrC=1C=NC(=NC1)SC 5-bromo-2-(methylthio)pyrimidine (1S)-tert-butyl-(1-(4-methyl-3-((1-(3-(thiophen-2-yl)naphthalen-1-yl)cyclopropyl)carbamoyl)phenoxy)propan-2-yl)carbamate